(S)-N-(3-chloro-2-fluorobenzyl)-2-((tetrahydrofuran-3-yl)amino)acetamide magnesium [Mg].ClC=1C(=C(CNC(CN[C@@H]2COCC2)=O)C=CC1)F